tert-butyl {[5-chloro-6-oxo-1-(2,2,2-trifluoroethyl)-1,6-dihydropyridazin-4-yl]oxy}acetate ClC1=C(C=NN(C1=O)CC(F)(F)F)OCC(=O)OC(C)(C)C